C1(=CC=C(C=C1)N(C1=C(C(=CC=C1)N(C1=CC=CC=C1)C1=CC(=CC=C1)N(C1=CC=CC=C1)C1=CC=CC=C1)Cl)C1=CC=C(C=C1)C1=CC=CC=C1)C1=CC=CC=C1 N1,N1-di([1,1'-biphenyl]-4-yl)-2-chloro-N3-(3-(diphenylamino)phenyl)-N3-phenylbenzene-1,3-diamine